ClC=1C=CC2=C([C@@H](C[C@@H](O2)C(=O)NC23CC(C2)(C3)N3N=CC(=C3)O[C@H]3C[C@@H](CC3)OC(F)(F)F)O)C1 |&1:24,26| (2R,4R)-6-chloro-4-hydroxy-N-[3-(4-{[(1RS,3RS)-3-(trifluoromethoxy)cyclopentyl]oxy}-1H-pyrazol-1-yl)bicyclo[1.1.1]pentan-1-yl]-3,4-dihydro-2H-1-benzopyran-2-carboxamide